tris(cyclopentadienyl)lanthanum (iii) C1(C=CC=C1)[La](C1C=CC=C1)C1C=CC=C1